CN1N=C(C(=C1)C1=CN2C(S1)=C(C=N2)C(=O)NC=2C(=NC=C(C2)NC(CN2[C@@H](CCC2)C)=O)C)C (R)-2-(1,3-dimethyl-1H-pyrazol-4-yl)-N-(2-methyl-5-(2-(2-methylpyrrolidin-1-yl)acetamido)pyridin-3-yl)pyrazolo[5,1-b]thiazole-7-carboxamide